TETRAAZADODECANE CCCCCCCCNNNN